ClC=1C(=CC(=C(C1)N1N=C(C=2C=NC(=CC21)C=2C=NN1C2N=CC=C1)C)OC)OCC1=CC=C(C=C1)OC 1-(5-chloro-2-methoxy-4-((4-methoxybenzyl)oxy)phenyl)-3-methyl-6-(pyrazolo[1,5-a]pyrimidin-3-yl)-1H-pyrazolo[4,3-c]pyridine